C(C1=CC=CC=C1)OCC1OC=CCC1 2-((benzyloxy)methyl)-3,4-dihydro-2H-pyran